ClC1=CC2=C(C=N1)C(=NN2C2=NC(=CC(=C2)C)[C@]2(COCC2)OC)C2=NOC=C2 (R)-3-(6-Chloro-1-(6-(3-methoxytetrahydrofuran-3-yl)-4-methylpyridin-2-yl)-1H-pyrazolo[4,3-c]pyridin-3-yl)isoxazole